O1CCOCCO\C=C/OCC1 (Z)-1,4,7,10-tetraoxacyclododecane-8-ene